NCC=1C=C(C=CC1)C1=CC(=C(C=2C=COC21)OCOC)COC2=C(C=CC=C2)CC(=O)O 2-(2-((7-(3-(aminomethyl)phenyl)-4-(methoxymethoxy)benzofuran-5-yl)methoxy)phenyl)acetic acid